(R)-3-cyclopentyl-3-hydroxypropionitrile C1(CCCC1)[C@@H](CC#N)O